4-(2,5-dichlorothiophen-3-yl)-N-methylthiazol-2-amine ClC=1SC(=CC1C=1N=C(SC1)NC)Cl